sodium (2S,3R)-2-amino-3-hydroxyheptanoate N[C@H](C(=O)[O-])[C@@H](CCCC)O.[Na+]